FC(CN1N=CC=2C1=NC(=CN2)N2CC(CCC2)C(C)OC=2C(=NC=CC2)C(F)(F)F)F 1-(2,2-Difluoroethyl)-6-(3-(1-((2-(trifluoromethyl)pyridin-3-yl)oxy)ethyl)piperidin-1-yl)-1H-pyrazolo[3,4-b]pyrazine